C(C)N1C=NC(=C1C=1C=C2C=C(C=NC2=CC1)C#CC(C)(O)C)C1=CC=C(C=C1)F 4-(6-(1-ethyl-4-(4-fluorophenyl)-1H-imidazol-5-yl)quinolin-3-yl)-2-methylbut-3-yn-2-ol